tert-butyl (R)-2-((6-chloro-1H-pyrazolo[3,4-d]pyrimidin-1-yl)methyl)pyrrolidine-1-carboxylate ClC1=NC=C2C(=N1)N(N=C2)C[C@@H]2N(CCC2)C(=O)OC(C)(C)C